COC=1C=C(C=CC1N1N=C(C=C1OC)C(F)(F)F)CN 3-methoxy-4-[5-methoxy-3-(trifluoromethyl)pyrazol-1-yl]phenyl-methanamine